CC1=CC=C(C2=CC=CC=C12)C1=CC(=C(C(=O)O)C=C1)NS(=O)(=O)C1=CC(=CC=C1)N1CCOCC1 4-(4-methylnaphthalen-1-yl)-2-((3-morpholinophenyl)sulfonylamino)benzoic acid